1-((2R,5S)-4-(6-chloro-7-(1-cyclopropyl-6-methyl-1H-indazol-7-yl)-2-(3-(dimethylamino)azetidin-1-yl)-8-fluoroquinazolin-4-yl)-2,5-dimethylpiperazin-1-yl)prop-2-en-1-one ClC=1C=C2C(=NC(=NC2=C(C1C=1C(=CC=C2C=NN(C12)C1CC1)C)F)N1CC(C1)N(C)C)N1C[C@H](N(C[C@@H]1C)C(C=C)=O)C